tert-butyl 4-(4-(3-amino-6-(2-hydroxyphenyl)pyridazin-4-yl)phenyl)piperazine-1-carboxylate NC=1N=NC(=CC1C1=CC=C(C=C1)N1CCN(CC1)C(=O)OC(C)(C)C)C1=C(C=CC=C1)O